N-[2-(6-cyano-4-methoxy-2-pyridyl)-2-(1-methylpyrazol-4-yl)propyl]-5-(2,4-difluorophenyl)isoxazole-3-carboxamide C(#N)C1=CC(=CC(=N1)C(CNC(=O)C1=NOC(=C1)C1=C(C=C(C=C1)F)F)(C)C=1C=NN(C1)C)OC